C(C)(C)(C)N1N=C(C=C1NC(OCC1=CC=CC=C1)=O)[C@H]1C[C@H]([C@H](C1)F)O[Si](C)(C)C(C)(C)C |r| rac-benzyl (1-(tert-butyl)-3-((1S,3R,4S)-3-((tertbutyldimethylsilyl) oxy)-4-fluorocyclopentyl)-1H-pyrazol-5-yl)carbamate